(S)-4-(4-propenoyl-2-methylpiperazin-1-yl)-7-(2,6-difluorophenyl)-6-chloro-1-(2-isopropyl-4-(methylthio)pyridin-3-yl)pyrido[2,3-d]pyrimidin-2(1H)-one C(C=C)(=O)N1C[C@@H](N(CC1)C=1C2=C(N(C(N1)=O)C=1C(=NC=CC1SC)C(C)C)N=C(C(=C2)Cl)C2=C(C=CC=C2F)F)C